8-acetyl-3-methyl-2-morpholino-quinazolin-4-one C(C)(=O)C=1C=CC=C2C(N(C(=NC12)N1CCOCC1)C)=O